5-{3-[(tert-butoxycarbonyl)(methyl)amino]pyrrolidin-1-yl}cinnoline-8-carboxylic acid C(C)(C)(C)OC(=O)N(C1CN(CC1)C1=C2C=CN=NC2=C(C=C1)C(=O)O)C